BrC1=CC=C(C=C1)[C@@H]1[C@H]([C@@H](CC(C1)=O)C(NC1=C(C=C(C=C1)C(F)(F)F)F)=O)C(=O)OCC1=CC=CC=C1 |r| rac-benzyl (1R,2S,6R)-2-(4-bromophenyl)-6-((2-fluoro-4-(trifluoromethyl)phenyl)carbamoyl)-4-oxocyclohexane-1-carboxylate